C(C)(C)NCCC1CCC2=C(CC1)C(C(=C(C2=O)C)C)=O 7-(2-(isopropylamino)ethyl)-2,3-dimethyl-6,7,8,9-tetrahydro-1H-benzo[7]annulene-1,4(5H)-dione